C12(C(C(C(CC1)C2(C)C)=O)O)C Borneolone